1-(6-cyclopropyl-4-(4-fluoro-2-(4-methyl-4H-1,2,4-triazol-3-yl)phenyl)pyridin-2-yl)-6-fluoro-4-(((2-methoxyethyl)amino)methyl)benzo[cd]indol-2(1H)-one C1(CC1)C1=CC(=CC(=N1)N1C(C2=C3C(C(=CC=C13)F)=CC(=C2)CNCCOC)=O)C2=C(C=C(C=C2)F)C2=NN=CN2C